C(C)(=O)C1=C(CCNC(C)=O)C=C(C(=C1)OCC)OC N-(2-acetyl-4-ethoxy-5-methoxyphenethyl)acetamide